N1N=C(C=C1)C(=O)N[C@@H]1CN(CC1)C(=O)OC(C)(C)C tert-butyl (3S)-3-(1H-pyrazole-3-carbonylamino)pyrrolidine-1-carboxylate